1-methyl-1H-imidazolecarboxaldehyde 2-furoyl hydrazone O1C(=CC=C1)C(=O)NN=CC=1N(C=CN1)C